C1(=CC=CC2=NC3=CC=CC=C3C=C12)CO acridinemethanol